11-hexadecadien-1-ol CCCC/C=C/CCCCCC/C=C/CCO